BrC=1C(=CC(=C(C(=O)O)C1)NC1=C(C=C(C=C1)F)C)OC(F)(F)F 5-bromo-2-((4-fluoro-2-methyl-phenyl)amino)-4-(trifluorometh-oxy)benzoic acid